COC1=C(CN(CC)C)C=C(C=C1)B1OC(C(O1)(C)C)(C)C N-(2-methoxy-5-(4,4,5,5-tetramethyl-1,3,2-dioxaborolan-2-yl)benzyl)-N-methylethanamine